Cl.CC1=C(C=C(S1)C(=O)NC=1SC(=NN1)C)[C@H]1[C@@H](C1)NCC1CCOCC1 5-methyl-N-(5-methyl-1,3,4-thiadiazol-2-yl)-4-((1S,2R)-2-((tetrahydro-2H-pyran-4-ylmethyl)amino)cyclopropyl)thiophene-2-carboxamide Hydrochloride